C[C@]12CC(C[C@](CCC1)(N2)C)N(C2=CC=C(N=N2)C2=C(C=C(C=C2F)C2=CN=NC(=C2)OC)O)C 2-(6-(((1R,3S,5S)-1,5-dimethyl-9-azabicyclo[3.3.1]nonan-3-yl)(methyl)amino)pyridazin-3-yl)-3-fluoro-5-(6-methoxypyridazin-4-yl)phenol